O[C@H]1[C@@H]([C@H](O[C@@H]([C@@H]1O)OC)C)N[C@@H]1C=C([C@H]([C@@H]([C@H]1O)O)O)CO (1S,2S,3R,6R)-6-[[(2R,3S,4S,5R,6S)-4,5-dihydroxy-6-methoxy-2-methyloxan-3-yl]amino]-4-(hydroxymethyl)cyclohex-4-ene-1,2,3-triol